(2S,3S,4R,5S)-4-[[3-[2-methoxy-6-(trifluoromethyl)-3-pyridinyl]-4,5-dimethyl-5-(trifluoromethyl)tetrahydrofuran-2-carbonyl]amino]pyridine-2-carboxamide COC1=NC(=CC=C1[C@H]1[C@H](O[C@@]([C@@H]1C)(C(F)(F)F)C)C(=O)NC1=CC(=NC=C1)C(=O)N)C(F)(F)F